O1CCN(CC1)C1=C2NC(=NC2=NC(=N1)N/N=C/C=1C=C(C=CC1)C)C(=O)NC1CCOCC1 6-morpholino-2-[(2E)-2-(m-tolylmethylene)hydrazino]-N-tetrahydropyran-4-yl-7H-purine-8-carboxamide